CNCCC1=CC(=C(C(=C1)OC)O)OC methyl-4-hydroxy-3,5-dimethoxy-phenethylamine